trichloroethylene methyl methacrylate C(C(=C)C)(=O)OC.ClC=C(Cl)Cl